benzyl ((R)-1-(((R)-(2-((S)-((tert-butoxycarbonyl)amino)(4,4-difluorocyclohexyl)methyl)imidazo[1,2-b]pyridazin-7-yl)(cyclopropyl)methyl)amino)-3-methylbutan-2-yl)carbamate C(C)(C)(C)OC(=O)N[C@H](C=1N=C2N(N=CC(=C2)[C@@H](C2CC2)NC[C@@H](C(C)C)NC(OCC2=CC=CC=C2)=O)C1)C1CCC(CC1)(F)F